ClC(=CC[Pd-]=C1N(C=CN1C1=C(C=CC=C1C(C)C)C(C)C)C1=C(C=CC=C1C(C)C)C(C)C)C1=CC=CC=C1 chlorophenylallyl-[1,3-bis(2,6-diisopropylphenyl)imidazol-2-ylidene]palladium (II)